methyl 3-(1,4-dimethyl-1H-benzo[d][1,2,3]triazol-5-yl)-3-(3-(((R)-2-ethyl-2,3-dihydro-[1,4]oxazepino[6,7-g]quinolin-4(5H)-yl)methyl)-4-methylphenyl)-2,2-dimethylpropanoate CN1N=NC2=C1C=CC(=C2C)C(C(C(=O)OC)(C)C)C2=CC(=C(C=C2)C)CN2C[C@H](OC1=C(C=C3C=CC=NC3=C1)C2)CC